N-(4-(2,4-dioxo-1,3,7-triazaspiro[4.4]nonane-7-carbonyl)phenyl)acetamide O=C1NC2(C(N1)=O)CN(CC2)C(=O)C2=CC=C(C=C2)NC(C)=O